C(C1=CC=CC=C1)N1C=C(C2=CC(=CC=C12)NC(=O)C=1C=NC=NC1)C#N N-(1-benzyl-3-cyano-1H-indol-5-yl)pyrimidine-5-carboxamide